5-chloro-2-methyl-N1-phenylbenzene-1,3-diamine ClC=1C=C(C(=C(C1)NC1=CC=CC=C1)C)N